(4-(3-(7-(1-ethyl-1H-imidazol-4-yl)-1,8-naphthyridin-4-yl)-6-methylimidazo[1,2-b]pyridazin-7-yl)benzyl)-4-methylpiperidin-4-ol C(C)N1C=NC(=C1)C1=CC=C2C(=CC=NC2=N1)C1=CN=C2N1N=C(C(=C2)C2=CC=C(CN1CCC(CC1)(O)C)C=C2)C